BrC1=NC=2N(C=C1)C(=CN2)S(=O)(=O)NC=2C(=NC(=C(C2)F)OCC(F)F)OC 7-bromo-N-[6-(2,2-difluoroethoxy)-5-fluoro-2-methoxy-3-pyridyl]imidazo[1,2-a]pyrimidine-3-sulfonamide